C(C)(C)(C)N1N=CC(=C(C1=O)Cl)OS(=O)(=O)C(F)(F)F trifluoromethanesulfonic acid 1-(tert-butyl)-5-chloro-6-oxo-1,6-dihydropyridazin-4-yl ester